CN(CCC(C(C(=O)N)(C)C)CSSCCCCC)CCC(C(C(=O)N)(C)C)CSSCCCCC N'-((methylazanediyl)bis(ethane-2,1-diyl))bis(2,2-dimethyl-4-(pentyldisulfanyl)butanamide)